FC1=C(N=CC2=C1N=C(N=C2N)OC[C@]21CCCN1C[C@@H](C2)F)C2=CC=CC1=CC=CC(=C21)C(C)C 8-fluoro-2-(((2R,7aS)-2-fluorotetrahydro-1H-pyrrolizin-7a(5H)-yl)methoxy)-7-(8-isopropylnaphthalen-1-yl)pyrido[4,3-d]pyrimidin-4-amine